2-chloro-N-(4-chlorophenyl)-N-(isopropyl)acetamide ClCC(=O)N(C(C)C)C1=CC=C(C=C1)Cl